(S)-(4-(4-chloropyrazolo[1,5-a]pyridin-2-yl)-6,7-dihydro-1H-imidazo[4,5-c]pyridin-5(4H)-yl)(5-(2-methylpyridin-3-yl)-1,3,4-oxadiazol-2-yl)methanone ClC=1C=2N(C=CC1)N=C(C2)[C@H]2N(CCC1=C2N=CN1)C(=O)C=1OC(=NN1)C=1C(=NC=CC1)C